FC1(CCC(CC1)N1CN(C=C1)[N+](=O)[O-])F 1-(4,4-difluorocyclohexyl)-3-nitroimidazole